methyl-3-(1-methylimidazol-4-yl)-4-[[6-(trifluoromethyl)pyridazin-3-yl]amino]benzenesulfonamide CC1=C(C=CC(=C1C=1N=CN(C1)C)NC=1N=NC(=CC1)C(F)(F)F)S(=O)(=O)N